tert-butyl (R)-3-((S)-1-((S)-4-benzyl-2-oxooxazolidin-3-yl)-3-(5-bromobenzo[b]thiophen-3-yl)-1-oxopropan-2-yl)pyrrolidine-1-carboxylate C(C1=CC=CC=C1)[C@@H]1N(C(OC1)=O)C([C@@H](CC=1C2=C(SC1)C=CC(=C2)Br)[C@@H]2CN(CC2)C(=O)OC(C)(C)C)=O